8-{[2-(4-isopropylphenyl)imidazo[1,2-a]pyridin-3-yl]methyl}-3,8-diazabicyclo[3.2.1]octane-3-carboxylic acid tert-butyl ester C(C)(C)(C)OC(=O)N1CC2CCC(C1)N2CC2=C(N=C1N2C=CC=C1)C1=CC=C(C=C1)C(C)C